1-(4-(4-chlorophenyl)-6-ethyl-2-thioxo-1,2,3,4-tetrahydropyrimidin-5-yl)-3-methylbutan-1-one ClC1=CC=C(C=C1)C1NC(NC(=C1C(CC(C)C)=O)CC)=S